CC1=C(C(=O)O)C(=CC=C1)C 2,6-dimethyl-benzoic acid